C1(=CC=C(C=C1)C1=NC2=CC=CC=C2C(N1)=O)C 2-(p-tolyl)quinazolin-4(3H)-one